2-((4-(pyridin-4-yl)piperazin-1-yl)methyl)-6-(trifluoromethyl)-1H-benzo[d]imidazole N1=CC=C(C=C1)N1CCN(CC1)CC1=NC2=C(N1)C=C(C=C2)C(F)(F)F